[Si](C)(C)(C(C)(C)C)OCCCOC1=NN(C(=C1[N+](=O)[O-])C)C=1C(=NC(=CC1)C)C 3-(3-(3-((tert-butyldimethylsilyl)oxy)propoxy)-5-methyl-4-nitro-1H-pyrazol-1-yl)-2,6-dimethylpyridine